C(N1N=CC(=N1)[C@@H]1[C@H](C1)B1OC(C(O1)(C)C)(C)C)([2H])([2H])[2H] 2-(methyl-d3)-4-((1S,2S)-2-(4,4,5,5-tetramethyl-1,3,2-dioxaborolan-2-yl)cyclopropyl)-2H-1,2,3-triazole